(2S,4R)-N-(1-(2,2-difluoroethyl)-1H-pyrazol-3-yl)-4-fluoropyrrolidine-2-carboxamide FC(CN1N=C(C=C1)NC(=O)[C@H]1NC[C@@H](C1)F)F